carboxyethyl-3-methylimidazole bis(trifluoromethanesulfonyl)imide salt [N-](S(=O)(=O)C(F)(F)F)S(=O)(=O)C(F)(F)F.C(=O)(O)CCC1=NC=CN1C